FC1(CCC(CC1)CNC=1N=CC2=C(N1)NC=C2C2=CC=1N(C=C2)N=CC1C(=O)NC1CCOCC1)F 5-(2-(((4,4-difluorocyclohexyl)methyl)amino)-7H-pyrrolo[2,3-d]pyrimidin-5-yl)-N-(tetrahydro-2H-pyran-4-yl)pyrazolo[1,5-a]pyridine-3-carboxamide